ClC1=CC=C(C=N1)CN1N=CC(=C1)CNC1=NC=2N([C@@H](C(N(C2C(=N1)C)C)=O)CCO)C (R)-2-(((1-((6-chloropyridin-3-yl)methyl)-1H-pyrazol-4-yl)methyl)amino)-7-(2-hydroxyethyl)-4,5,8-trimethyl-7,8-dihydropteridin-6(5H)-one